C(C=CC1=CC=CC=C1)[Pd-2](Cl)=C1N(C=C2N1C(=CC=C2)C2=C(C=C(C=C2C)C)C)C2=C(C=C(C=C2C(C2=CC=CC=C2)C2=CC=CC=C2)C)C(C2=CC=CC=C2)C2=CC=CC=C2 cinnamyl-[2-(2,6-dibenzhydryl-4-methylphenyl)-5-mesitylimidazo[1,5-a]pyridine-3-ylidene]chloropalladium(II)